C(#N)[C@H](C[C@@H]1C(NCC1)=O)NC(=O)[C@@H]1N([C@H]2CC([C@@H]1CC2)(F)F)C([C@H](CC2CC2)NC=2C=NC=C(C2)C)=O (1R,3R,4R)-N-((S)-1-cyano-2-((R)-2-oxopyrrolidin-3-yl)ethyl)-2-((S)-3-cyclopropyl-2-((5-methylpyridin-3-yl)amino)propanoyl)-5,5-difluoro-2-azabicyclo[2.2.2]octane-3-carboxamide